Cobalt(III) nitrit N(=O)[O-].[Co+3].N(=O)[O-].N(=O)[O-]